C(\C=C\C(=O)O)(=O)O.FC1=C(C#N)C=CC=C1 2-fluorobenzonitrile monofumarate